CC1=NOC=C1 3-methyl-1,2-oxazole